C1(=CC=C(C=C1)C=1OC=CN1)C=1OC=CN1 p-phenylene-bis-oxazole